didecyl sulfosuccinate sodium salt [Na+].S(=O)(=O)([O-])C(C(=O)OCCCCCCCCCC)CC(=O)OCCCCCCCCCC